C(C)(C)(C)OC(=O)N([C@@H](C(=O)O)CC(=O)OC)CCC(=O)OC (R)-2-((tert-butoxycarbonyl)(3-methoxy-3-oxopropyl)amino)-4-methoxy-4-oxobutanoic acid